N-(5-((6-((R)-3-(3-chloro-2-fluorophenyl)isoxazolidine-2-yl)pyrimidine-4-yl)amino)-2-(4-((R)-4-cyclopropyl-2-methylpiperazine-1-yl)piperidine-1-yl)-4-methoxyphenyl)acrylamide ClC=1C(=C(C=CC1)[C@@H]1N(OCC1)C1=CC(=NC=N1)NC=1C(=CC(=C(C1)NC(C=C)=O)N1CCC(CC1)N1[C@@H](CN(CC1)C1CC1)C)OC)F